ClC1=NC=C(C(=O)NOC)C(=C1)NC1=C(C(=CC=C1)C)N(S(=O)(=O)C)C 6-chloro-N-methoxy-4-((3-Methyl-2-(N-methylmethylsulfonamido)phenyl)amino)nicotinamide